2-sulfanyl-3H,5H,7H-thieno[3,4-d]pyrimidin-4-one SC=1NC(C2=C(N1)CSC2)=O